C(C1=CC=CC=C1)(=O)N1CCC(CC1)C1=C(N=C(S1)N(C)C=1N=NC(=C(C1)C)NC=1SC2=C(N1)C=CC=C2)C(=O)O 5-(1-benzoylpiperidin-4-yl)-2-({6-[(1,3-benzothiazol-2-yl)amino]-5-methylpyridazin-3-yl}(methyl)amino)-1,3-thiazole-4-carboxylic acid